[Si](C1=CC=CC=C1)(C1=CC=CC=C1)(C(C)(C)C)OC[C@@H](C[C@H](C)O)C=C (2S,4S)-4-(((TERT-BUTYLDIPHENYLSILYL)OXY)METHYL)HEX-5-EN-2-OL